The molecule is an indol-3-yl carboxylic acid anion that is the conjugate base of indole-3-acetic acid. It has a role as a human metabolite, a plant metabolite and a Saccharomyces cerevisiae metabolite. It is a conjugate base of an indole-3-acetic acid. C1=CC=C2C(=C1)C(=CN2)CC(=O)[O-]